Cl.Cl.CN1N=C(C=C1C(F)(F)F)CN1C2=C(C=3C1=NC=CC3)CCNC2 9-{[1-methyl-5-(trifluoromethyl)-1H-pyrazol-3-yl]methyl}-6,7,8,9-tetrahydro-5H-pyrido[4',3':4,5]Pyrrolo[2,3-b]pyridine dihydrochloride